BrC(C(=O)N(CCC1=CC=C(C=C1)C)C#N)(C)C 2-bromo-N-cyano-2-methyl-N-(4-methylphenylethyl)propionamide